(S)-N-(2-(3-chloro-2-methylphenyl)propan-2-yl)-2-(1-methylpyrrolidin-2-yl)acetamide ClC=1C(=C(C=CC1)C(C)(C)NC(C[C@H]1N(CCC1)C)=O)C